COC(=O)C1=C(C=CC=C1)CN1N=NC=2CN(CCC21)C(=O)OC(C)(C)C Tert-Butyl 1-[[2-(methoxycarbonyl)phenyl]methyl]-1H,4H,5H,6H,7H-[1,2,3]triazolo[4,5-c]pyridine-5-carboxylate